1-ethyl-3-methyl-4-(3-methylbenzyl)imidazoline C(C)N1CN(C(C1)CC1=CC(=CC=C1)C)C